NC1=C(C=C(C(=C1)Cl)S(=O)(=O)N)S(=O)(=O)N 4-amino-6-chloro-benzene-1,3-disulfonamide